2-amino-6-((trimethylsilyl)ethynyl)quinazolin-4(3H)-one NC1=NC2=CC=C(C=C2C(N1)=O)C#C[Si](C)(C)C